2-bromo-N-(5-(cyclopropoxymethyl)pyridin-2-yl)propionamide BrC(C(=O)NC1=NC=C(C=C1)COC1CC1)C